C(C)(C)(C)C1=CC(=NC(=C1)C1=CC(=NN1)C(F)(F)F)N1C2=CC=C(C=C2C=2C=C(C=CC12)C(F)(F)F)C(F)(F)F 9-(4-(tert-butyl)-6-(3-(trifluoromethyl)-1H-pyrazol-5-yl)pyridin-2-yl)-3,6-bis(trifluoromethyl)-9H-carbazole